beta-hydroxytryptamine OC(CN)C1=CNC2=CC=CC=C12